C(NC(=O)C1=NC2=CC=CC=C2C=N1)([2H])([2H])[2H] N-(methyl-d3)quinazoline-2-carboxamide